O-(tetrahydropyran-2-yl)-hydroxylamine O1C(CCCC1)ON